N-{[1,2,4]triazolo[4,3-b]pyridazin-6-yl}acetamide N=1N=CN2N=C(C=CC21)NC(C)=O